2,4-dichloro-6-cyclopropyl-1,7-naphthyridine-3-carbonitrile ClC1=NC2=CN=C(C=C2C(=C1C#N)Cl)C1CC1